tert-butyl (3R,4S)-4-{[5-chloro-7-(1-ethylcyclobutyl)imidazo[4,3-f][1,2,4]triazin-2-yl]amino}-3-hydroxypiperidine-1-carboxylate ClC=1N=C(N2N=C(N=CC21)N[C@@H]2[C@@H](CN(CC2)C(=O)OC(C)(C)C)O)C2(CCC2)CC